3-[6-[1-[[(3S,4R)-3-fluoro-4-piperidyl]methyl]-4-piperidyl]-1-methyl-indazol-3-yl]piperidine-2,6-dione F[C@@H]1CNCC[C@@H]1CN1CCC(CC1)C1=CC=C2C(=NN(C2=C1)C)C1C(NC(CC1)=O)=O